C(#C)C1=NN=C(O1)NC(CN(S(=O)(=O)C)C1CCN(CC1)C(C)C1=CC=CC2=CC=CC=C12)=O N-(5-ethynyl-1,3,4-oxadiazol-2-yl)-2-(N-(1-(1-(naphthalen-1-yl)ethyl)piperidin-4-yl)methylsulfonamido)acetamide